FC1(C(C1)(C)CO)F 2,2-difluoro-1-methyl-cyclopropyl-Methanol